ethyl (4S)-4-[4-[(1-methylcyclobutyl)carbamoyl]-1-piperidyl]azepane-1-carboxylate CC1(CCC1)NC(=O)C1CCN(CC1)[C@@H]1CCN(CCC1)C(=O)OCC